FC1=CC=C(C=C1)S(=O)(=O)NC(\C=C\CCCC)B1OC(CN(CC(O1)=O)C)=O (E)-4-fluoro-N-(1-(6-methyl-4,8-dioxo-1,3,6,2-dioxazaborocan-2-yl)hept-2-en-1-yl)benzenesulfonamide